FC1=CCS(OC1)(=O)=O 5-fluoro-3,6-dihydrooxathiine 2,2-dioxide